N-((5-fluoro-2,3-dihydrobenzofuran-4-yl)methyl)-2,6-naphthyridin-1-amine FC=1C=CC2=C(CCO2)C1CNC1=NC=CC2=CN=CC=C12